1-[4-(1-ethyl-1H-pyrazol-4-yl)-2-methylbenzenesulfonyl]-8-methyl-1,2,3,4-tetrahydroquinoxaline C(C)N1N=CC(=C1)C1=CC(=C(C=C1)S(=O)(=O)N1CCNC2=CC=CC(=C12)C)C